N-(2-amino-4-fluorophenyl)benzamide NC1=C(C=CC(=C1)F)NC(C1=CC=CC=C1)=O